[N-](S(=O)(=O)C(F)(F)F)S(=O)(=O)C(F)(F)F.P(=S)([O-])([O-])O.C(C)[N+]1(CCCC1)C.C(C)[N+]1(CCCC1)C.C(C)[N+]1(CCCC1)C tris(N-ethyl-N-methylpyrrolidinium) thiophosphate bis(trifluoromethylsulfonyl)imide